C1(CC1)C1=C(N)C(=CC=C1)C 2-cyclopropyl-6-methylaniline